FC1=NC(=CC(=C1)NC=1SC(=C(N1)C(=O)N[C@@H]1CCC12CCCC2)C)F 2-[(2,6-difluoro-4-pyridyl)amino]-5-methyl-N-[(3R)-spiro[3.4]octan-3-yl]-thiazole-4-carboxamide